CC1=NC(=CC2=CC(=CC=C12)C)C1=CC=CC=C1 1,6-dimethyl-3-phenylisoquinoline